tris(diethylamino)tantalum (V) C(C)N(CC)[Ta+2](N(CC)CC)N(CC)CC